ClC=1C=C(NC2(CCC3(N(C(C4=CC=CC=C34)=O)CCCOC3=CC=CC=C3)CC2)C(=O)N)C=CC1 (1s,4s)-4-(3-chloroanilino)-3'-oxo-2'-(3-phenoxypropyl)-2',3'-dihydrospiro[cyclohexane-1,1'-isoindole]-4-carboxamide